[Si](C)(C)(C(C)(C)C)OCC(CNC(=O)C1CC(CC1)C(=O)OC)=O methyl 3-((3-((tert-butyldimethylsilyl)oxy)-2-oxopropyl)carbamoyl)cyclopentane-1-carboxylate